5-hydroxymethyltetrahydrofuran OCC1CCCO1